2-methyl-2-phenylthiopropionamide CC(C(=S)N)(C)C1=CC=CC=C1